ICCOCCOCC1=CC=CC=C1 ((2-(2-iodoethoxy)ethoxy)methyl)benzene